L-3-(N-morpholinyl)propanesulfonic acid sodium salt [Na+].N1(CCOCC1)CCCS(=O)(=O)[O-]